C(CC)N1B(C2=C(C=N1)C=CC=C2)O 2-propyl-1,2-dihydro-2,3,1-benzodiazaborinin-1-ol